C(C)S(=O)(=O)C=1C=C(C=NC1C1=NC=2C(=NC=C(C2)C(F)(F)F)N1C)C1=NOC(=N1)C1C(C1)C 3-(5-ethylsulfonyl-6-(3-methyl-6-trifluoromethyl-3H-imidazo[4,5-b]pyridin-2-yl)pyridin-3-yl)-5-(2-methylcyclopropyl)-1,2,4-oxadiazole